N1C(=NC2=C1C=CC=C2)C(N2CC1=C(C2=O)C=C(S1)Br)C1=C(C=CC(=C1)F)OCOC 5-[1H-benzimidazol-2-yl-[5-fluoro-2-(methoxymethoxy)phenyl]methyl]-2-bromo-6H-thieno[2,3-c]pyrrol-4-one